The molecule is an omega-hydroxy-long-chain fatty acid that is heptadecanoic acid (margaric acid) in which one of the hydrogens of the terminal methyl group has been replaced by a hydroxy group. It derives from a heptadecanoic acid. C(CCCCCCCCO)CCCCCCCC(=O)O